C1(CC1)CN(C(OC(C)(C)C)=O)[C@@H]1CN(CC1)C=1N=NC(=CC1)C1=C(C=C(C=C1)C1=CN=C(S1)C)OCOC tert-butyl N-(cyclopropylmethyl)-N-[(3S)-1-{6-[2-(methoxymethoxy)-4-(2-methyl-1,3-thiazol-5-yl)phenyl]pyridazin-3-yl}pyrrolidin-3-yl]carbamate